CC1(OB(OC1(C)C)C1=C(C=C(C=C1)S(=O)(=O)C)C)C 4,4,5,5-tetramethyl-2-(2-methyl-4-(methylsulfonyl)phenyl)-1,3,2-dioxaborolane